FC(C(=O)O)(F)F.C1=NC=CC2=CC(=CC=C12)N1CCC(CC1)OC=1N=NNC1C(=O)O 4-((1-(isoquinolin-6-yl)piperidin-4-yl)oxy)-1H-1,2,3-triazole-5-carboxylic acid 2,2,2-trifluoroacetate